(S)-6-(4-chlorophenyl)-3-(3-hydroxy-3-methylbut-2-yl)-8-(1-methyl-1H-pyrazol-4-yl)pyrido[3,4-d]pyrimidin-4(3H)-one ClC1=CC=C(C=C1)C1=CC2=C(N=CN(C2=O)[C@@H](C)C(C)(C)O)C(=N1)C=1C=NN(C1)C